(1-methylpiperidin-4-yl)quinazolin-4-amine CN1CCC(CC1)C1=NC2=CC=CC=C2C(=N1)N